(4S,5S)-5-hydroxy-2-methyl-1,4,5,6-tetrahydropyrimidine-4-carboxylic acid O[C@@H]1[C@H](N=C(NC1)C)C(=O)O